(R)-N-trifluoroethyl-2-methylpiperazine trifluoroacetate FC(C(=O)O)(F)F.FC(CN1[C@@H](CNCC1)C)(F)F